N'-{(2S,3R)-2-[(2,2'-difluoro-3'-methyl-[1,1'-biphenyl]-3-yl)methyl]-4,4-difluoro-1-[(2R)-oxetane-2-carbonyl]pyrrolidin-3-yl}-N,N-dimethylsulfuric diamide FC1=C(C=CC=C1C[C@@H]1N(CC([C@@H]1NS(N(C)C)(=O)=O)(F)F)C(=O)[C@@H]1OCC1)C1=C(C(=CC=C1)C)F